COC1=C(C(=CC=C1)O)O 3-methoxy-benzene-1,2-diol